6,12-dibromo-2-[2-(2-{2-oxa-6-azaspiro[3.3]heptan-6-yl}ethoxy)ethyl]-9-oxa-2,4-diazatricyclo[8.4.0.0^{3,8}]tetradeca-1(10),3(8),4,6,11,13-hexaene BrC=1C=NC=2N(C=3C=CC(=CC3OC2C1)Br)CCOCCN1CC2(COC2)C1